C(C)(=O)N1CCC2(CN(C2)C2=CC(=NC=C2C(=O)NC=2SC=3C(=NC=C(C3)C3=CC=NC=C3)N2)C)CC1 4-(7-acetyl-2,7-diazaspiro[3.5]nonan-2-yl)-6-methyl-N-(6-(pyridin-4-yl)thiazolo[4,5-b]pyridin-2-yl)nicotinamide